N,N-dimethyl-N-[3-[(1-oxo-2-propen-1-yl)amino]propyl]-3-sulpho-1-propanaminium C[N+](CCCS(=O)(=O)O)(CCCNC(C=C)=O)C